1,3-Dibromo-5-(trifluoromethyl)benzene BrC1=CC(=CC(=C1)C(F)(F)F)Br